C(C)(C)(C)NC(/C=C/C=1C(=CC2=C(NC(=N2)C2=CC=C(C(=O)NO)C=C2)C1)N1CCN(CC1)C)=O (E)-4-(6-(3-(tert-butylamino)-3-oxoprop-1-en-1-yl)-5-(4-methylpiperazin-1-yl)-1H-benzimidazol-2-yl)-N-hydroxybenzoamide